COC(=O)C1=CC=2N(C(CC2S1)=O)C(=O)OC(C)(C)C 4-Boc-5-oxo-5,6-dihydro-4H-thieno[3,2-b]pyrrole-2-carboxylic acid methyl ester